2-(2-(4-fluorophenyl)thiazol-4-yl)-2-methylpropionic acid FC1=CC=C(C=C1)C=1SC=C(N1)C(C(=O)O)(C)C